(1S,5R) or (1R,5S)-3-(8-cyanoquinolin-5-yl)-N-(cis-4-morpholinohexyl)-5-(trifluoromethylphenyl)-3-azabicyclo[3.1.0]hexane-1-carboxamide C(#N)C=1C=CC(=C2C=CC=NC12)N1C[C@@]2(C[C@@]2(C1)C1=C(C=CC=C1)C(F)(F)F)C(=O)NCCCC(CC)N1CCOCC1 |o1:14,16|